2-((2-(3,4-Dimethoxyphenyl)-3-Isopropyl-1H-Indol-5-yl)oxy)-1-(piperazin-1-yl)ethan-1-on COC=1C=C(C=CC1OC)C=1NC2=CC=C(C=C2C1C(C)C)OCC(=O)N1CCNCC1